BrC1=C(C(=CC2=CC=C(C=C12)Cl)NS(=O)(=O)C1=CC=C(C=C1)C)C=O N-(4-bromo-6-chloro-3-formylnaphthalen-2-yl)-4-methylbenzenesulfonamide